N-(1-(2-(methylsulfonyl)-4-nitrophenyl)pyrrolidin-3-yl)acetamide CS(=O)(=O)C1=C(C=CC(=C1)[N+](=O)[O-])N1CC(CC1)NC(C)=O